CC(C(C)S)S 2,3-Butandithiol